CC1=CC=2N(N=C1N1CC=3C=C(C=NC3CC1)C=1C=NC=CC1)C=NN2 6-(7-methyl-[1,2,4]triazolo[4,3-b]pyridazin-6-yl)-3-(pyridin-3-yl)-5,6,7,8-tetrahydro-1,6-naphthyridine